CC1CC2C(CC1COC(CCCCC(=O)OCC1CC3C(CC1C)O3)=O)O2 di[(3,4-epoxy-6-methylcyclohexyl)methyl]adipate